C1CC12N(CCNC2)C(=O)OC(C)(C)C tertbutyl 4,7-diazaspiro[2.5]octane-4-carboxylate